6-(benzyloxy)-2-methyl-9-phenoxy-[1,2,4]triazolo[5,1-a]isoquinoline-5-carboxylic acid C(C1=CC=CC=C1)OC1=C(N2C(C3=CC(=CC=C13)OC1=CC=CC=C1)=NC(=N2)C)C(=O)O